CC=1C=C(C=CC1)NC(N)=O N'-(3-methylphenyl)urea